4-amino-7-cyclopropyl-1-(tetrahydrofuran-3-yl)pyrido[2,3-d]pyrimidin-2(1H)-one NC=1C2=C(N(C(N1)=O)C1COCC1)N=C(C=C2)C2CC2